C(C)(CC)C1=CC=C(C=C1)S(=O)(=O)N1CCC2(CC(CO2)NC[C@@H](COC=2C=C(C=CC2)S(=O)(=O)NC)O)CC1 3-((2S)-3-(8-(4-sec-butylphenylsulfonyl)-1-oxa-8-azaspiro[4.5]decan-3-ylamino)-2-hydroxypropoxy)-N-methylbenzenesulfonamide